(R)-5-hydroxy-3-[2-({[1-(1-methyl-1H-imidazol-4-ylmethyl)-1H-indol-6-ylmethyl]-amino}-methyl)-1H-indol-3-yl]-2,3-dihydro-isoindol-1-one OC=1C=C2[C@@H](NC(C2=CC1)=O)C1=C(NC2=CC=CC=C12)CNCC1=CC=C2C=CN(C2=C1)CC=1N=CN(C1)C